FC1=C(C=C(C=C1)N(C(=O)[C@H]1N(C(OC1)=O)C1=NC(=CC(=C1)C(F)(F)F)C)C)C=C (S)-N-(4-fluoro-3-vinylphenyl)-N-methyl-3-(6-methyl-4-(trifluoromethyl)pyridin-2-yl)-2-oxooxazolidine-4-carboxamide